5-chloro-N-(1-(4-nitrobenzyl)-1H-pyrazol-4-yl)-4-(pyrazolo[1,5-a]pyridin-3-yl)pyrimidin-2-amine ClC=1C(=NC(=NC1)NC=1C=NN(C1)CC1=CC=C(C=C1)[N+](=O)[O-])C=1C=NN2C1C=CC=C2